CC1(CN(CCC1)C=1C2=C(N=C(N1)OCC13CCCN3CCC1)C(=C(N=C2)C2=CC=CC1=CC=CC(=C21)F)F)C 4-(3,3-dimethylpiperidin-1-yl)-8-fluoro-7-(8-fluoronaphthalen-1-yl)-2-((hexahydro-1H-pyrrolizin-7a-yl)methoxy)pyrido[4,3-d]pyrimidine